NCCCC(CCC(CN)C)N 5-(3-aminopropyl)-2-methyl-1,5-pentanediamine